1-{6-[Difluoro(phenyl)methyl]-3,3-dimethyl-1H,2H,3H-pyrrolo[3,2-b]pyridin-1-yl}-2-[(2R,5R)-2-{[(3R)-3-fluoropyrrolidin-1-yl]methyl}-5-methylpiperazin-1-yl]ethan-1-one dihydrochloride Cl.Cl.FC(C=1C=C2C(=NC1)C(CN2C(CN2[C@H](CN[C@@H](C2)C)CN2C[C@@H](CC2)F)=O)(C)C)(C2=CC=CC=C2)F